N-[(1S)-2-[(E)-dimethylaminomethyleneamino]-1-methyl-2-oxo-ethyl]-3,5-bis(trifluoromethyl)benzamide CN(C)\C=N\C([C@H](C)NC(C1=CC(=CC(=C1)C(F)(F)F)C(F)(F)F)=O)=O